ClC1=C(CNC(=O)[C@]2(C=3C=CC=NC3[C@@](CC2)(O)CC#N)F)C=CC(=C1)F (5s,8s)-N-(2-chloro-4-fluorobenzyl)-8-(cyanomethyl)-5-fluoro-8-hydroxy-5,6,7,8-tetrahydroquinoline-5-carboxamide